2,5-diaminobenzyl alcohol NC1=C(CO)C=C(C=C1)N